tert-butyl (S)-3-(((R)-1-(4-(methoxycarbonyl)phenyl)ethyl)carbamoyl)morpholine-4-carboxylate COC(=O)C1=CC=C(C=C1)[C@@H](C)NC(=O)[C@H]1N(CCOC1)C(=O)OC(C)(C)C